C1CCC12CN(CCC2)CCOCC2=CC=C(C=N2)C2=CC=1C3=C(N=NC1C=C2)N(C(N3C(C)C)=O)C 8-(6-((2-(6-azaspiro[3.5]nonan-6-yl)ethoxy)methyl)pyridin-3-yl)-1-isopropyl-3-methyl-1H-imidazo[4,5-c]cinnolin-2(3H)-one